C1(CC1)C=1C=C(C=2N(N1)C=C(N2)CNC(OC(C)(C)C)=O)N2C(N(C(C2)=O)C)=O tert-butyl ((6-cyclopropyl-8-(3-methyl-2,4-dioxoimidazolidin-1-yl)imidazo[1,2-b]pyridazin-2-yl)methyl)carbamate